S1C2=C(C(=C1)C1=NC(=CC(=N1)NCCC1=CC=C(C=C1)O)NC(C)C)C=CC=C2 4-(2-((2-(benzo[b]thiophen-3-yl)-6-(isopropylamino)pyrimidin-4-yl)amino)ethyl)phenol